[1,3,2]dioxaphosphinin O1POCC=C1